4-chloro-2,6-dimethylbromobenzene CC1=CC(=CC(=C1Br)C)Cl